methyl 3-[tert-butyl(diphenyl)silyl]oxy-2,2-dimethyl-propanoate [Si](C1=CC=CC=C1)(C1=CC=CC=C1)(C(C)(C)C)OCC(C(=O)OC)(C)C